ClC=1C(=C(C=CC1)C1(CCC1)N1CCC(CC1)(C(=O)O)CC1=NC(=CC=C1F)NC1=NNC(=C1)C)F 1-(1-(3-chloro-2-fluorophenyl)-cyclobutyl)-4-((3-fluoro-6-((5-methyl-1H-pyrazol-3-yl)amino)pyridin-2-yl)methyl)piperidine-4-carboxylic acid